The molecule is a germacranolide with anthelminthic, antiparasitic and antiviral activities. It has a role as an anthelminthic drug, an antiinfective agent, an antineoplastic agent, an antiparasitic agent, an antiviral drug and a metabolite. It is a germacranolide and a heterobicyclic compound. C/C/1=C\\CC/C(=C/[C@@H]2[C@@H](CC1)C(=C)C(=O)O2)/C